N-[2-(4-tert-butylpiperazin-1-yl)-6-chlorophenyl]-4-(5-cyclopropyl-1,2,4-oxadiazol-3-yl)-4-methylpiperidine-1-Carboxamide C(C)(C)(C)N1CCN(CC1)C1=C(C(=CC=C1)Cl)NC(=O)N1CCC(CC1)(C)C1=NOC(=N1)C1CC1